OC1CC(C1)C(=O)OC methyl 3-hydroxy-cyclobutanecarboxylate